benzyl (R)- or (S)-5-((diethoxyphosphoryl)fluoromethyl)benzo[b]thiophene-2-carboxylate C(C)OP(=O)(OCC)[C@H](C1=CC2=C(SC(=C2)C(=O)OCC2=CC=CC=C2)C=C1)F |o1:8|